C(C)(C)(C)OC(=O)N1C2(CCC1CC2)C#C 1-ethynyl-7-azabicyclo[2.2.1]heptane-7-carboxylic acid tert-butyl ester